C(C)(=O)OCCC(CCC=C(C)C)C 3,7-DIMETHYLOCT-6-EN-1-YL ACETATE